(3aR,5s,6aS)-2-((3-Cyclopropyl-1-methyl-1H-pyrazol-5-yl)sulfonyl)-N-(tetrahydro-2H-pyran-4-yl)octahydrocyclopenta[c]pyrrol-5-amine C1(CC1)C1=NN(C(=C1)S(=O)(=O)N1C[C@@H]2[C@H](C1)CC(C2)NC2CCOCC2)C